C1(=CC=CC=C1)C1=NC(=NC(=N1)C1=CC=CC=C1)C1=CC=C(C=C1)C1=NC2=CC=CC=C2C2=C1C=1C=CC=CC1C21C2=CC=CC=C2C=2C=CC=CC21 6'-[4-(4,6-Diphenyl-1,3,5-triazin-2-yl)phenyl]spiro[fluoren-9,11'-indeno[1,2-c]chinolin]